NC1=NC=CC(=C1Cl)SC1=CC=C(C(=N1)CO)N1CCC(CC1)(C)N {6-[(2-amino-3-chloropyridin-4-yl)sulfanyl]-3-(4-amino-4-methylpiperidin-1-yl)pyridin-2-yl}methanol